C(C(C)C)N1[C@H](C[C@@H](CC1)CC1=CC=2N(C=C1)N=CC2N2C(NC(CC2)=O)=O)C 1-(5-(((2S,4R)-1-isobutyl-2-methylpiperidin-4-yl)methyl)pyrazolo[1,5-a]pyridin-3-yl)dihydropyrimidine-2,4(1H,3H)-dione